C(#N)C1=C(N(N=C1C=1C=NC(=CC1)C(C(=O)NC1=NOC(=C1)CC(C)(C)C)C)C(C)C)NC(OC(C)(C)C)=O tert-Butyl N-[4-cyano-5-[6-[2-[[5-(2,2-dimethylpropyl)isoxazol-3-yl]amino]-1-methyl-2-oxo-ethyl]-3-pyridyl]-2-isopropyl-pyrazol-3-yl]carbamate